P(=O)([O-])([O-])[O-].[Na+].[Na+].[Na+] Trinatrium Phosphate